6-((4-(2-(((benzyloxy)carbonyl)amino)propan-2-yl)-6-(4-fluorobenzyl)pyridin-2-yl)oxy)-3-azabicyclo[3.1.0]hexane-3-carboxylate C(C1=CC=CC=C1)OC(=O)NC(C)(C)C1=CC(=NC(=C1)CC1=CC=C(C=C1)F)OC1C2CN(CC12)C(=O)[O-]